(4-(4-((1R,5S)-3,8-diazabicyclo[3.2.1]oct-3-yl)-8-fluoro-2-((tetrahydro-1H-pyrrolizine-7a(5H)-yl)methoxy)pyrido[4,3-d]pyrimidin-7-yl)naphthalen-2-yl)boronic acid [C@H]12CN(C[C@H](CC1)N2)C=2C1=C(N=C(N2)OCC23CCCN3CCC2)C(=C(N=C1)C1=CC(=CC2=CC=CC=C12)B(O)O)F